(S)-2-amino-N-(4-fluorophenyl)-4-hydroxy-N-methylbutanamide N[C@H](C(=O)N(C)C1=CC=C(C=C1)F)CCO